CC1C2CNCC(C1)N2 6-methyl-3,8-diazabicyclo[3.2.1]octan